F[P-](F)(F)(F)(F)F.C(CCCCCCC)N1CN(C=C1)C 1-octyl-3-methyl-imidazole hexafluorophosphate